(5-(5-(2-cyanoethyl)benzo[d]oxazol-2-yl)-8-(methylamino)-2,7-naphthyridin-3-yl)cyclopropanecarboxamide C(#N)CCC=1C=CC2=C(N=C(O2)C2=C3C=C(N=CC3=C(N=C2)NC)C2(CC2)C(=O)N)C1